C(C)(=O)OC1=C(C=CC(=C1)F)[C@H](CNC(C)(C)C)O (R)-2-(2-(tert-butylamino)-1-hydroxyethyl)-5-fluorophenol acetate